CN(C/C=C/C(=O)OC)CCCN1CCN(CC1)CCCNS(=O)(=O)C1=CC=C(C=C1)NC(C(F)(F)F)=O methyl (E)-4-[methyl-[3-[4-[3-[[4-[(2,2,2-trifluoroacetyl)amino]phenyl]sulfonylamino]propyl]piperazin-1-yl]propyl]amino]but-2-enoate